1-(3-chloro-4-fluorophenyl)-3-(1-(1-oxo-1,2-dihydroisoquinolin-4-yl)ethyl)urea ClC=1C=C(C=CC1F)NC(=O)NC(C)C1=CNC(C2=CC=CC=C12)=O